5,7-Difluoro-1-(5-(4-(methylsulfonyl)piperazin-1-yl)pyrazin-2-yl)-1H-benzo[d][1,2,3]triazol-6-ol FC1=CC2=C(N(N=N2)C2=NC=C(N=C2)N2CCN(CC2)S(=O)(=O)C)C(=C1O)F